(S)-1-methyl-6-(2,3,5,6-tetrafluorophenyl)-2,5,6,7-tetrahydro-3H-pyrrolo[1,2-c]imidazole-3-thione CC1=C2N(C(N1)=S)C[C@@H](C2)C2=C(C(=CC(=C2F)F)F)F